3-(3-chloro-4-fluorophenyl)-1-methyl-1-(1-(2-isopropyl-1-oxo-1,2-dihydroisoquinolin-4-yl)ethyl)urea ClC=1C=C(C=CC1F)NC(N(C(C)C1=CN(C(C2=CC=CC=C12)=O)C(C)C)C)=O